BrC1=CC2=C(N(C=N2)C)C(=C1)OC 5-bromo-7-methoxy-1-methyl-1H-benzo[d]imidazole